3-((2-(furan-3-yl)-6-methylthieno[2,3-d]pyrimidin-4-yl)amino)-1-(4-phenylpiperazin-1-yl)propan-1-one O1C=C(C=C1)C=1N=C(C2=C(N1)SC(=C2)C)NCCC(=O)N2CCN(CC2)C2=CC=CC=C2